carbonyl sulphide C(=O)=S